FC=1C=NN(C1)C1=CC=C(C=N1)C(=O)N1[C@H](CN(CC1)C1=NC(=CC(=N1)C)NC1=NNC(=C1)C)C (S)-(6-(4-fluoro-1H-pyrazol-1-yl)pyridin-3-yl)(2-methyl-4-(4-methyl-6-((5-methyl-1H-pyrazol-3-yl)amino)pyrimidin-2-yl)piperazin-1-yl)methanone